C(C=C)(=O)N1C[C@@H](N(CC1)C=1C2=C(N(C(N1)=O)C=1C(=NC=CC1C)C(C)C)N=C(C(=C2)C#N)C2=C(C=CC=C2)OC)C (S)-4-(4-Acryloyl-2-methylpiperazin-1-yl)-1-(2-isopropyl-4-methylpyridin-3-yl)-7-(2-Methoxyphenyl)-2-oxo-1,2-dihydropyrido[2,3-d]pyrimidine-6-carbonitrile